(rac)-12-Methoxy-1-[3-(5,6,7,8-tetrahydronaphthalin-1-yloxy)propyl]-5,6,7,8-tetrahydro-4H-10,14-(metheno)[1,7]oxazacyclotetradecino[9,8,7-hi]indol COC=1C=C2C=3C=CC=C4C(=CN(C34)CCCCCOC(C1)=C2)CCCOC2=CC=CC=1CCCCC21